N1N=CC(=C1)C1=CC=C(C=C1)NC1=NC(=NC=C1)C1=CC=C2C=C(N(C2=C1)C)C(=O)N1CC2C(C2C1)(F)F (6-(4-((4-(1H-pyrazol-4-yl)phenyl)amino)pyrimidin-2-yl)-1-methyl-1H-indol-2-yl)(6,6-difluoro-3-azabicyclo[3.1.0]hexan-3-yl)methanone